FC=1C(=NC(=NC1)N[C@@H]1CC[C@H](CC1)C(=O)N)C1=CC(=NC=C1)N1C(OCC1)=O trans-4-((5-fluoro-4-(2-(2-oxooxazolidin-3-yl)pyridin-4-yl)pyrimidin-2-yl)amino)cyclohexane-1-carboxamide